7-Oxo-4,5,6,7-tetrahydro-1H-pyrazolo[3,4-c]Pyridine-3-carboxamide O=C1NCCC2=C1NN=C2C(=O)N